C(C)(=O)O[C@H](CCl)COC1=C(C=C(C=C1Cl)C(C)(C)C1=CC=C(C=C1)OC[C@H](COC)O)Cl (S)-1-chloro-3-(2,6-dichloro-4-(2-(4-((S)-2-hydroxy-3-methoxypropoxy)phenyl)propan-2-yl)phenoxy)propan-2-yl acetate